4-allyl-1-benzyl-pyrazole-3-carbohydrazide C(C=C)C=1C(=NN(C1)CC1=CC=CC=C1)C(=O)NN